cyano-3-methyl-4-methoxycinnamate C(#N)OC(C=CC1=CC(=C(C=C1)OC)C)=O